[4-[2-(Trifluoromethyl)-4-pyridyl]phenyl]trifluoromethanesulfonate FC(C1=NC=CC(=C1)C1=CC=C(C=C1)OS(=O)(=O)C(F)(F)F)(F)F